FC1=C(C(=CC(=C1)N1CCN(CC1)CC1(CC2(C1)CCNCC2)F)F)C2C(NC(CC2)=O)=O 3-(2,6-difluoro-4-(4-((2-fluoro-7-azaspiro[3.5]nonan-2-yl)methyl)piperazin-1-yl)phenyl)piperidine-2,6-dione